trans-2,4-hexanedienal C(\C=C\C=CC)=O